FC1(C2(CC(C(CC12)C(C(=O)OCC)=O)=O)C)F ethyl 2-(7,7-difluoro-6-methyl-4-oxobicyclo[4.1.0]heptan-3-yl)-2-oxoacetate